6-({6-[(2-hexyldecyl)oxy]hexyl}[(3R)-1-(2-hydroxyethyl)pyrrolidin-3-yl]amino)hexylhexyldecanoate C(CCCCC)C(COCCCCCCN(CCCCCCC(C(=O)[O-])(CCCCCCCC)CCCCCC)[C@H]1CN(CC1)CCO)CCCCCCCC